COC=1C=C(C(=O)N[C@@H](C)C(=O)O)C=C(C1OC)OC 3,4,5-trimethoxybenzoyl-alanine